C1(CC1)C#CC=1N=NC(=CC1[C@@H]1[C@H](C1)C(F)F)C=1C(=NC(=NC1)OC)OC 3-(cyclopropylethynyl)-4-((1S,2S)-2-(difluoromethyl)cyclopropyl)-6-(2,4-dimethoxypyrimidin-5-yl)pyridazine